C(C)(C)C=1C2=C(N=C(N1)N)C(=NC=C2)N isopropylpyrido[3,4-d]pyrimidine-2,8-diamine